C(C)(C)(C)C1=CC=C(C=C1)CN1CCN(CC1)S(=O)(=O)C1=CC=C(C=C1)NC(NCC=1C=NC=CC1)=O 3-(4-{4-[(4-tert-butylphenyl)methyl]piperazine-1-sulfonyl}phenyl)-1-(pyridin-3-ylmethyl)urea